(3R,5aS,6R,8aS,9R,10S,12R,12aR)-3,6,9-Trimethyl-10-phenyldecahydro-12H-3,12-epoxypyrano[4,3-j][1,2]benzodioxepine C[C@@]12OO[C@]34[C@@H](CC1)[C@@H](CC[C@H]3[C@H]([C@H](O[C@@H]4O2)C2=CC=CC=C2)C)C